2-((4-(7-(4''-(((2-hydroxyethyl)amino)methyl)-2,2'-dimethyl-[1,1':3',1''-terphenyl]-3-yl)-[1,2,4]triazolo[4,3-a]pyridin-3-yl)benzyl)amino)ethan-1-ol OCCNCC1=CC=C(C=C1)C=1C(=C(C=CC1)C1=C(C(=CC=C1)C1=CC=2N(C=C1)C(=NN2)C2=CC=C(CNCCO)C=C2)C)C